C(#N)C1=C(C=CC=C1)C(C(C(F)(F)F)C=1N(C(C(=C(N1)C(=O)NC=1C=NOC1)O)=O)C)C=1C=NN(C1)C 2-(3-(2-Cyanophenyl)-1,1,1-trifluoro-3-(1-methyl-1H-pyrazol-4-yl)propan-2-yl)-5-hydroxy-N-(isoxazol-4-yl)-1-methyl-6-oxo-1,6-dihydropyrimidine-4-carboxamide